ClC=1C(=NC(=NC1)NC=1C=C(C(=C(C1)NC(C)=O)N(C)CCN(C)C)F)C1=CNC2=CC=CC=C12 N-(5-((5-chloro-4-(1H-indol-3-yl)pyrimidin-2-yl)amino)-2-((2-(dimethylamino)ethyl)(methyl)amino)-3-fluorophenyl)acetamide